[N-]=C=S.ClC=CC chloropropene isothiocyanate